OCC1O[C@H]([C@H]2[C@@H]1OC(O2)(C)C)N2C=C(CC=C2)C(=O)N 1-((3aR,4R,6aR)-6-(hydroxymethyl)-2,2-dimethyltetrahydrofuro[3,4-d][1,3]dioxol-4-yl)-1,4-dihydropyridine-3-carboxamide